methyl trans-4-[(2-amino-5-cyano-3-fluoro-anilino)methyl]cyclohexanecarboxylate NC1=C(NC[C@@H]2CC[C@H](CC2)C(=O)OC)C=C(C=C1F)C#N